2-methyl-6-(6-methyl-2-pyridinyl)pyridine CC1=NC(=CC=C1)C1=NC(=CC=C1)C